ClC=1C(=NC(=C(N1)C)C)C(=O)C12CC(C1)(C2)CC(F)F (3-chloro-5,6-dimethyl-pyrazin-2-yl)-[3-(2,2-difluoroethyl)-1-bicyclo[1.1.1]pentanyl]methanone